cis-ethyl 4-(N-(1-(tert-butoxycarbonyl)-4-(hydroxymethyl)pyrrolidin-3-yl)sulfamoyl)-3-fluoro-1-methyl-1H-pyrrole-2-carboxylate C(C)(C)(C)OC(=O)N1C[C@H]([C@H](C1)CO)NS(=O)(=O)C=1C(=C(N(C1)C)C(=O)OCC)F